4-{5-[5-Fluoro-6-(2-methoxyethoxy)-1H-indazol-3-yl]-1,2-oxazol-3-yl}-N,N-dimethylbenzamid FC=1C=C2C(=NNC2=CC1OCCOC)C1=CC(=NO1)C1=CC=C(C(=O)N(C)C)C=C1